(3s,4s)-8-[7-[(2-amino-3-chloro-4-pyridinyl)thio]-6-methylpyrazolo[1,5-a]pyrazin-4-yl]-3-methyl-2-oxa-8-azaspiro[4.5]decan-4-amine NC1=NC=CC(=C1Cl)SC1=C(N=C(C=2N1N=CC2)N2CCC1([C@@H]([C@@H](OC1)C)N)CC2)C